C(C1=CC=CC=C1)SC1=C(C2=C(OCCN2C)N=C1)C 7-(benzylsulfanyl)-1,8-dimethyl-2,3-dihydro-1H-pyrido[2,3-b][1,4]oxazine